C(C)(C)(C)OC(=O)N1CC(CC1)C1=C(C(=C(C=C1)CC)C(=O)OC)F 3-(4-Ethyl-2-fluoro-3-(methoxycarbonyl)phenyl)pyrrolidine-1-carboxylic acid tert-butyl ester